ClC1=NC=C2C(=C(C(=NC2=C1F)SC)I)NC1C2CN(C1C2)C(=O)[O-] 5-((7-chloro-8-fluoro-3-iodo-2-(methylthio)-1,6-naphthyridin-4-yl)amino)-2-azabicyclo[2.1.1]hexane-2-carboxylate